C(C1=CC=CC=C1)OC(=O)N[C@@H](C(=O)OCC1=CC=CC=C1)CNC(C1=CC(=CC(=C1)C1(CCC1)OC)F)=O (R)-benzyl 2-(((benzyloxy)carbonyl)amino)-3-(3-fluoro-5-(1-methoxycyclobutyl)benzamido)propanoate